O=C1NC2(CN1)CN(CCC2)C2=CC=NC=C2 4-(2-oxo-1,3,7-triazaspiro[4.5]Decan-7-yl)pyridine